CN1CCN(CC1)C=1C=C(C=CC1)N1C(=NC2=C1C=CC=C2)C#C[Si](C(C)C)(C(C)C)C(C)C 1-(3-(4-methylpiperazin-1-yl)phenyl)-2-((triisopropylsilyl)ethynyl)-1H-benzo[d]imidazole